tert-butyl 3-((3-(4-(4-((5-chloro-4-((2-(isopropylsulfonyl)phenyl)amino)pyrimidin-2-yl)amino)-5-isopropoxy-2-methylphenyl)piperidin-1-yl)azetidin-1-yl)methyl)azetidine-1-carboxylate ClC=1C(=NC(=NC1)NC1=CC(=C(C=C1OC(C)C)C1CCN(CC1)C1CN(C1)CC1CN(C1)C(=O)OC(C)(C)C)C)NC1=C(C=CC=C1)S(=O)(=O)C(C)C